1-(1-Tert-Butoxycarbonyl-azepan-4-yl)-5-methyl-triazole-4-carboxylic acid C(C)(C)(C)OC(=O)N1CCC(CCC1)N1N=NC(=C1C)C(=O)O